C(CCC)S\C=C\C1=CC(=CC=C1)C (E)-butyl(3-methylstyryl)sulfane